2-[6-amino-5-[(1R,5S)-8-(4-piperazin-1-ylpyrimidin-2-yl)-3,8-diazabicyclo[3.2.1]octan-3-yl]pyridazin-3-yl]phenol NC1=C(C=C(N=N1)C1=C(C=CC=C1)O)N1C[C@H]2CC[C@@H](C1)N2C2=NC=CC(=N2)N2CCNCC2